FC(C=1C=C(C=CC1)C(C(=O)O)F)F 3-(difluoromethyl)-α-fluoro-phenylacetic acid